C(C)(C)(C)OC=1C=C2CCC=C(C2=CC1)C1=CC=C(C=C1)O 4-(6-(tert-butoxy)-3,4-dihydronaphthalen-1-yl)phenol